FC(C#CC1CN=C2N1C1=CC=C(C=C1C(N2CC=2C=NN(C2)C)=O)S(=O)(=O)NC2(CC2)C)F 1-(3,3-difluoroprop-1-yn-1-yl)-N-(1-methylcyclopropyl)-4-[(1-methylpyrazol-4-yl)methyl]-5-oxo-1H,2H-imidazo[1,2-a]quinazoline-7-sulfonamide